C(CCC)N.NC1=CC=CC=C1 aniline-n-butylamine